N1-(3-(4,4-dimethylpiperidin-1-yl)-4-nitrophenyl)-N4,N4-dimethylbutane-1,4-diamine CC1(CCN(CC1)C=1C=C(C=CC1[N+](=O)[O-])NCCCCN(C)C)C